imidazole compound with bromobutane BrCCCC.N1C=NC=C1